(6Z,9Z,28Z,31Z)-heptatriaconta-6,9,28,31-tetraen-19-yl (4-((4-((5-azido-7-(butyl-amino)-2H-pyrazolo[4,3-d]pyrimidin-2-yl)methyl)-3,5-dimethoxybenzyl)(methyl)-amino)butyl)carbamate N(=[N+]=[N-])C=1N=C(C=2C(N1)=CN(N2)CC2=C(C=C(CN(CCCCNC(OC(CCCCCCCC\C=C/C\C=C/CCCCC)CCCCCCCC\C=C/C\C=C/CCCCC)=O)C)C=C2OC)OC)NCCCC